3-((4,4-bis(octyloxy)butanoyl)oxy)-2-((((4-(pyrrolidin-1-yl)butoxy)carbonyl)oxy)methyl)propyl (9Z,12Z)-octadeca-9,12-dienoate C(CCCCCCC\C=C/C\C=C/CCCCC)(=O)OCC(COC(CCC(OCCCCCCCC)OCCCCCCCC)=O)COC(=O)OCCCCN1CCCC1